(2r,3s)-diethyl tartrate C(=O)(OCC)C(O)C(O)C(=O)OCC